(1R,3R)-1-(2,6-difluoro-4-(2-(3-(fluoromethyl)azetidin-1-yl)ethoxy)phenyl)-3-methyl-2-(oxetan-3-ylmethyl)-2,3,4,9-tetrahydro-1H-pyrido[3,4-b]indole FC1=C(C(=CC(=C1)OCCN1CC(C1)CF)F)[C@H]1N([C@@H](CC2=C1NC1=CC=CC=C21)C)CC2COC2